FC=1C=C2C(=C(/C(/C2=CC1)=C/C1=CC=C(C=C1)N1C=CC=C1)C)CC(=O)O 2-[(1Z)-5-fluoro-2-methyl-1-{[4-(1H-pyrrol-1-yl)phenyl]methylene}-1H-inden-3-yl]acetic acid